6-(((5-fluoro-2-((4-morpholino-phenyl)amino)pyrimidin-4-yl)oxy)methyl)spiro[3.3]heptan-2-ol FC=1C(=NC(=NC1)NC1=CC=C(C=C1)N1CCOCC1)OCC1CC2(CC(C2)O)C1